N2-([1,1'-biphenyl]-3-yl)-N3-methylpyridine-2,3-diamine C1(=CC(=CC=C1)NC1=NC=CC=C1NC)C1=CC=CC=C1